C(C=C)(=O)N1C[C@H](N([C@@H](C1)C)S(=O)(=O)C)C1=CC(=NC(=C1)Cl)C1=NC(=CC(=C1)C(=O)NC)C 4'-((2R,6R)-4-acryloyl-6-methyl-1-(methylsulfonyl)piperazin-2-yl)-6'-chloro-N,6-dimethyl-[2,2'-bipyridine]-4-carboxamide